4-aminocarbazole NC1=CC=CC=2NC3=CC=CC=C3C12